N=1N(C=C2CCCCC12)C=1C=C2C(=CC=NC2=CC1)C(=O)O 6-(4,5,6,7-tetrahydro-2H-indazol-2-yl)quinoline-4-carboxylic acid